(2S,4R)-1-[(2R)-2-(4-cyclopropyltriazol-1-yl)-3,3-dimethyl-butanoyl]-4-hydroxy-N-[1-(2-hydroxycyclohexyl)-4-piperidyl]pyrrolidine-2-carboxamide C1(CC1)C=1N=NN(C1)[C@@H](C(=O)N1[C@@H](C[C@H](C1)O)C(=O)NC1CCN(CC1)C1C(CCCC1)O)C(C)(C)C